NC=1C2=C(N=CN1)N(C(=C2C2=CC=C(C=C2)OC2=NC=CC=N2)C2=CCC1(CCN(C1)C(C=C)=O)CC2)C 1-(8-(4-amino-7-methyl-5-(4-(pyrimidin-2-yloxy)phenyl)-7H-pyrrolo-[2,3-d]pyrimidin-6-yl)-2-azaspiro[4.5]dec-7-en-2-yl)prop-2-en-1-one